COCOC=1C=C(C2=C(C=CC=C2C1)C#C[Si](C(C)C)(C(C)C)C(C)C)B1OC(C(O1)(C)C)(C)C 2-[3-(methoxymethoxy)-8-[2-[tris(1-methylethyl)silyl]ethynyl]-1-naphthalenyl]-4,4,5,5-tetramethyl-1,3,2-dioxaborolane